N4-[2-(5-chloro-2-fluoro-phenyl)pyrimidin-4-yl]-N2-[4-(2-morpholinoethylamino)phenyl]pyrimidine-2,4-diamine ClC=1C=CC(=C(C1)C1=NC=CC(=N1)NC1=NC(=NC=C1)NC1=CC=C(C=C1)NCCN1CCOCC1)F